[N+](=O)([O-])C=1C=C(C=CC1C(=O)OC1=CC=CC=C1)B(O)O (3-nitro-4-(phenoxycarbonyl)phenyl)boronic acid